(S)-2-((2-(5,5-difluoro-2-oxo-1,3-oxazinan-3-yl)-5,6-dihydrobenzo[f]imidazo[1,2-d][1,4]oxazepin-9-yl)amino)propanamide FC1(CN(C(OC1)=O)C=1N=C2N(CCOC3=C2C=CC(=C3)N[C@H](C(=O)N)C)C1)F